(3-hydroxypropyl)-4-methyl-1,4-dihydroquinoxaline-2,3-dione OCCCN1C(C(N(C2=CC=CC=C12)C)=O)=O